FC1=C(C(=CC(=C1)C1=NC=CN=C1OC1=CC=C(C=C1)C(F)(F)F)F)N(S(=O)(=O)C)S(=O)(=O)C N-(2,6-difluoro-4-(3-(4-(trifluoromethyl)phenoxy)pyrazin-2-yl)phenyl)-N-(methylsulfonyl)methanesulfonamide